(E)-N-[4-(3-chloro-4-fluoroanilino)-7-[(3S)-oxazin-3-yl]oxoquinazolin-6-yl]-4-(dimethylamino)but-2-enamide ClC=1C=C(NC2=NC(NC3=CC(=C(C=C23)NC(\C=C\CN(C)C)=O)C=2NOC=CC2)=O)C=CC1F